CN(CCCOC1=NC=C(C=C1)C1=CC2=C(N=C3COCC(N32)C3=CC=CC=C3)C=C1)C N,N-dimethyl-3-((5-(4-phenyl-3,4-dihydro-1H-benzo[4,5]imidazo[2,1-c][1,4]oxazin-7-yl)pyridin-2-yl)oxy)propan-1-amine